NC(C(=O)OC)CC1=CC=CC=C1 methyl 2-amino-3-phenylpropanoate